C(C=C)(=O)N1C(CN(CC1)C1=NC=NC2=CC=CC=C12)C#N 1-acryloyl-4-(quinazolin-4-yl)piperazine-2-carbonitrile